2,5-dimethyl-4-((4-phenyl-1H-pyrazol-1-yl)methyl)thiophene CC=1SC(=C(C1)CN1N=CC(=C1)C1=CC=CC=C1)C